COC(C1=CC(=C(C=C1)[N+](=O)[O-])N[C@@H]1COC[C@@]1(C)CO)=O |r| Methyl-rac-trans-3-((4-(hydroxymethyl)-4-methyltetrahydrofuran-3-yl)amino)-4-nitrobenzoate